CN1C=CC2=CC=CC=C12 1-methyl-Indol